N=1OC(=C2C1C=CC=C2)C(=O)N2C[C@@H](CCC2)N(C(=O)NCC=2NC1=CC=C(C=C1C2)Cl)C (R)-1-(1-(benzo[c]isoxazole-3-carbonyl)piperidin-3-yl)-3-((5-chloro-1H-indol-2-yl)methyl)-1-methylurea